(R)-5-{4-[8-(3,5-dimethylpyridin-2-yl)-5,8-diazaspiro[3.5]nonane-5-carbonyl]phenyl}-5-methylimidazolidine-2,4-dione CC=1C(=NC=C(C1)C)N1CCN(C2(CCC2)C1)C(=O)C1=CC=C(C=C1)[C@@]1(C(NC(N1)=O)=O)C